C(C)S(=O)(=O)C1=NN2C(N=CC(=C2)C=2C=NC=NC2)=C1C1=NC=C(N=C1)OCC(C(F)(F)F)(F)F 2-(ethylsulfonyl)-3-(5-(2,2,3,3,3-pentafluoropropoxy)pyrazin-2-yl)-6-(pyrimidin-5-yl)pyrazolo[1,5-a]pyrimidine